C(C)OC([C@@H](NC(=O)C1=CC=2C(C3=CC=CC(=C3C(C2C(=C1)O)=O)O)=O)CCSC)=O (4,5-dihydroxy-9,10-dioxo-9,10-dihydro-anthracene-2-carbonyl)methionine ethyl ester